Cl.Cl.Cl.Cl.CN(C1CCN(CC1)C(=O)N)C.CN(C1CCN(CC1)C(=O)N)C bis(4'-(dimethylamino)-piperidineamide) tetrahydrochloride